CN(C(=O)C1=CC=C(C=C1)C=1C=CC(=NC1)NC=1C=C(C=NC1)NC(=O)C1=CC=CC2=C1NC=N2)C N-(5-((5-(4-(dimethyl-carbamoyl)phenyl)-pyridin-2-yl)amino)-pyridin-3-yl)-1H-benzo[d]imidazole-7-carboxamide